FC(C=1C=C(C=C(C1)C(F)(F)F)N1CC(CC1=O)C(=O)NCC1=CC(=NC=C1)OC(F)(F)F)(F)F 1-[3,5-bis(trifluoromethyl)phenyl]-5-oxo-N-[[2-(trifluoromethoxy)pyridin-4-yl]methyl]pyrrolidine-3-carboxamid